(2,3-dihydroxypropyl)ethylenediamine OC(CNCCN)CO